C(C)(C)(C)OC(NC1CC2(C1)CCN(CC2)C2=C(C=C(C=C2)NC2=NC=C(C(=N2)NC2=C(C=CC=C2)P(=O)(C)C)C#N)C)=O tert-butyl(7-(4-((5-cyano-4-((2-(dimethylphosphoryl)phenyl)amino)pyrimidin-2-yl)amino)-2-methylphenyl)-7-azaspiro[3.5]nonan-2-yl)carbamate